N-methyl-8-oxo-purine-7-carboxamide CNC(=O)N1C(NC2=NC=NC=C12)=O